OC1=NOC2=C1C=CC(=C2)COC2=C(C=CC=C2)C(C(=O)O)C 2-(3-hydroxy-1,2-benzisoxazol-6-yl)methoxyphenylpropionic acid